Ethyl 4-methyl-2-(3-{[3-(5-methyl-1,2,4-oxadiazol-3-yl)phenyl]formamido}pentanamido)-1,3-thiazole-5-carboxylate CC=1N=C(SC1C(=O)OCC)NC(CC(CC)NC(=O)C1=CC(=CC=C1)C1=NOC(=N1)C)=O